(2-(6-(4-methylpiperazin-1-yl)pyridin-3-yl)pyrimidin-4-yl)methanol CN1CCN(CC1)C1=CC=C(C=N1)C1=NC=CC(=N1)CO